CN1CCN(C2=CC(=CC=C12)NC1=CC=C(C=C1)N1CCC(CC1)C(F)(F)F)C 1,4-dimethyl-6-((4-(4-(trifluoromethyl)piperidin-1-yl)phenyl)amino)-3,4-dihydroquinoxalin